COC(C1=NC=C(C=C1)C1CCS(CC1)(=O)=O)=O.C1(=CC=CC=C1)N(C(=O)N1CCCCC1)C1CCNCC1 N-phenyl-N-(4-piperidyl)piperidinamide methyl-5-(1,1-dioxidotetrahydro-2H-thiopyran-4-yl)picolinate